C(N)(S)=S.CN[C@H]1C(O)O[C@@H]([C@H]([C@@H]1O)O)CO N-methyl-(D)-glucosamine dithiocarbamate